CC(C)(COP(=O)([O-])OP(=O)([O-])OC[C@@H]1[C@H]([C@H]([C@@H](O1)N2C=NC3=C(N=CN=C32)N)O)OP(=O)([O-])[O-])[C@H](C(=O)NCCC(=O)NCCSC(=O)CC(CCC(=O)[O-])O)O The molecule is an acyl-CoA oxoanion arising from deprotonation of the phosphate, diphosphate and carboxylic acid functions of 3-hydroxyadipyl-CoA. It is a conjugate base of a 3-hydroxyadipyl-CoA.